BrC1=NC(=CC(=C1)NCC=1N=C2N(C=C(C=C2)C2CC2)C1)CCN1CCOCC1 2-bromo-N-((6-cyclopropylimidazo[1,2-a]pyridin-2-yl)methyl)-6-(2-morpholinoethyl)pyridin-4-amine